ClC=1C(=CC(=C(C1)[C@H]1[C@@H](C1)C=1C=NC(=NC1)C1=NC=CC=N1)OCCCOC)F trans-5-(2-(5-chloro-4-fluoro-2-(3-methoxypropoxy)phenyl)cyclopropyl)-2,2'-bipyrimidine